OC=1C(=C2CCC(OC2=C(C1C)C)(C)C(=O)N1CCNCC1)C (6-hydroxy-2,5,7,8-tetramethylchroman-2-yl)(piperazin-1-yl)methanone